4-(1-(4-(Trifluoromethoxy)phenyl)-1H-1,2,4-triazol-3-yl)phenethyl (Z)-(3-(2-ethyl-6-methylphenyl)-4-oxothiazolidin-2-ylidene)carbamate C(C)C1=C(C(=CC=C1)C)N1/C(/SCC1=O)=N/C(OCCC1=CC=C(C=C1)C1=NN(C=N1)C1=CC=C(C=C1)OC(F)(F)F)=O